C(#N)C1=NC=CC=C1N1N(C(=C(C1=O)NC(C1=CC=C(C=C1)OC(F)(F)F)=O)C1=C(C=C(C=C1F)OC)F)C N-[2-(2-cyanopyridin-3-yl)-5-(2,6-difluoro-4-methoxyphenyl)-1-methyl-3-oxo-2,3-dihydro-1H-pyrazol-4-yl]-4-(trifluoromethoxy)benzamide